5-[2-methoxy-6-methyl-4-(trifluoromethyl)phenyl]-1-(piperidin-3-yl)-1H-pyrazolo[3,4-c]pyridazine monohydrochloride Cl.COC1=C(C(=CC(=C1)C(F)(F)F)C)C=1C=C2C(=NN1)N(N=C2)C2CNCCC2